N-(4-chloro-quinolin-8-yl)-1-ethyl-1H-imidazole-2-sulfonamide ClC1=CC=NC2=C(C=CC=C12)NS(=O)(=O)C=1N(C=CN1)CC